COC1=CC=C(COC2=CC(=NC3=CC=C(C=C23)N2CCOCC2)C)C=C1 4-(4-((4-methoxybenzyl)oxy)-2-methylquinolin-6-yl)morpholine